C(C1=CC=CC=C1)OC1=C(C(=CC=C1)Br)C#CC(CO)(C)C 4-(2-benzyloxy-6-bromo-phenyl)-2,2-dimethyl-but-3-yn-1-ol